((5-(4-((4-methylbenzyl)oxy)phenyl)thiophen-2-yl)methyl)pentanamide CC1=CC=C(COC2=CC=C(C=C2)C2=CC=C(S2)CC(C(=O)N)CCC)C=C1